ClC=1C(=NC=CC1CO)OCC (3-chloro-2-ethoxy-4-pyridinyl)methanol